The molecule is a sulfonamide compound having a 4-hydroxylaminophenyl group attached to the sulfur atom and a 1,2-oxazol-3-yl group attached to the nitrogen atom. It has a role as a metabolite and an allergen. It is a sulfonamide and a member of isoxazoles. It derives from a sulfamethoxazole and a sulfanilamide. CC1=CC(=NO1)NS(=O)(=O)C2=CC=C(C=C2)NO